[5-(4-fluorophenyl)-7-iodo-6-tetrahydropyran-4-yl-pyrrolo[2,3-f]indazol-1-yl]-2,2-dimethyl-propan-1-one FC1=CC=C(C=C1)N1C(=C(C2=C1C=C1C=NN(C1=C2)C(C(C)(C)C)=O)I)C2CCOCC2